tert-butyl (1-(6-((5-fluoro-4-(8-fluoro-4-isopropyl-3,4-dihydro-2H-benzo[b][1,4]oxazin-6-yl)pyrimidin-2-yl)amino)pyridin-3-yl)piperidin-4-yl)carbamate FC=1C(=NC(=NC1)NC1=CC=C(C=N1)N1CCC(CC1)NC(OC(C)(C)C)=O)C1=CC2=C(OCCN2C(C)C)C(=C1)F